8-bromo-2-(morpholin-4-yl)-6-(trifluoromethyl)quinoxaline BrC=1C=C(C=C2N=CC(=NC12)N1CCOCC1)C(F)(F)F